BrC1=C(C(=C(C=O)C=C1OCC)Cl)OCC 4-Bromo-2-Chloro-3,5-Diethoxybenzaldehyde